F[C@@H]1C[C@]2(CC(CN2C1)=C)C(=O)OC methyl (2R,7aR)-2-fluoro-6-methylenetetrahydro-1H-pyrrolizine-7a(5H)-carboxylate